ONC(CCCC1=CC2=CC=CC=C2C=C1)=O N-hydroxy-4-naphthalin-2-yl-butyramid